o-xylylene-diphenyl ether C=12C(=CC=CC1)CC1=C(C=CC=C1)OC1=C(C=CC=C1)C2